C(#N)C1=CC(=C(COC2=C(C=CC(=N2)N2CCC3(C[C@H]3C3=NC4=C(N3C[C@H]3OCC3)C=C(C=C4)C(=O)O)CC2)F)C=C1)F 2-[(1R)-6-{6-[(4-cyano-2-fluorobenzyl)oxy]-5-fluoropyridin-2-yl}-6-azaspiro[2.5]oct-1-yl]-1-[(2S)-oxetan-2-ylmethyl]-1H-benzimidazole-6-carboxylic acid